C(C)(C)(C)OC(=O)N([C@H](C(=O)O)CC=1C(=NC=C(C1)Cl)OCC(C)C)C (S)-2-((tert-butoxycarbonyl)(methyl)amino)-3-(5-chloro-2-isobutoxypyridin-3-yl)propanoic acid